IC(CCC1=CC=C(C=C1)SC)C (4-(3-iodobutyl)phenyl)(methyl)sulfane